CN(S(=O)(=O)N([C@@H]1[C@@H](N(CC1)C(=O)OC(C)(C)C)CO)CC1=CC=C(C=C1)OC)C tert-butyl (CIS)-3-[(dimethylsulfamoyl)[(4-methoxy-phenyl)methyl]amino]-2-(hydroxymethyl)pyrrolidine-1-carboxylate